3-(4-ethyl-5-(4-oxopiperidin-1-yl)pyridin-2-yl)piperidine-2,6-dione C(C)C1=CC(=NC=C1N1CCC(CC1)=O)C1C(NC(CC1)=O)=O